C1(CC1)C1=CC(=NN1)NC(CC=1C=NN(C1)C1=CC(=C(C=C1)F)C)=O N-(5-cyclopropyl-1H-pyrazol-3-yl)-2-[1-(4-fluoro-3-methylphenyl)-1H-pyrazol-4-yl]acetamide